5-((6-amino-5-(trifluoromethoxy)pyridin-3-yl)ethynyl)-2-fluoro-4-methyl-N-(4-((4-methylpiperazine-1-yl)methyl)-3-(trifluoromethyl)phenyl)benzamide NC1=C(C=C(C=N1)C#CC=1C(=CC(=C(C(=O)NC2=CC(=C(C=C2)CN2CCN(CC2)C)C(F)(F)F)C1)F)C)OC(F)(F)F